FC1CC2(C(CN(C2)C(C)=O)C1)CO 1-(cis-5-fluoro-3a-(hydroxymethyl)hexahydrocyclopenta[c]pyrrol-2(1H)-yl)ethan-1-one